4-[5-(3,5-dichlorophenyl)-4,5-dihydro-5-(trifluoromethyl)-3-isoxazolyl]-2-methyl-N-(trans-1-oxo-3-thienyl)-benzamide ClC=1C=C(C=C(C1)Cl)C1(CC(=NO1)C1=CC(=C(C(=O)NC2=CS(C=C2)=O)C=C1)C)C(F)(F)F